N-methoxy-6-methyl-5-(piperazin-1-yl)picolinamide hydrochloride Cl.CONC(C1=NC(=C(C=C1)N1CCNCC1)C)=O